(R)-3-(4-((S)-1-ethoxy-2,2,2-trifluoroethyl)-3-((5-methoxypyrazin-2-yl)amino)phenyl)pentanoic acid C(C)O[C@H](C(F)(F)F)C1=C(C=C(C=C1)[C@@H](CC(=O)O)CC)NC1=NC=C(N=C1)OC